methyl (S)-2-amino-3-(8-(5-fluoro-3-(trifluoromethyl)pyridin-2-yl)imidazo[1,2-a]pyridin-5-yl)propanoate hydrochloride Cl.N[C@H](C(=O)OC)CC1=CC=C(C=2N1C=CN2)C2=NC=C(C=C2C(F)(F)F)F